C[N+](CCCS(=O)(=O)[O-])(C)C 3-trimethylammoniopropanesulfonate